CC1=CC2=C(NC(CC(N2)C2=CC(=CC=C2)OC2=CC=CC=C2)=O)C=C1C(F)(F)F 7-Methyl-4-(3-phenoxyphenyl)-8-(trifluoromethyl)-4,5-dihydro-1H-benzo[b][1,4]diazepin-2(3H)-one